C(CC1=CC=CC=C1)OC(C1=CC(=C(C(=C1)O)O)O)=O.C(C)(C)(C)OC(=O)NCCCCOC(CCCCCCCCCCC)=O.C1=C(C=CC=2SC3=C(C21)C=CC=C3)C=3C=C(C=C(C3)C3=CC2=C(SC1=C2C=CC=C1)C=C3)N3C1=CC=CC=C1C=1C=CC=CC31 9-[3,5-Bis(2-dibenzothiophenyl)phenyl]-9H-carbazole 4-(tert-butoxycarbonylamino)butyl-dodecanoate phenethyl-3,4,5-trihydroxybenzoate